7-(4,4,5,5-tetramethyl-1,3,2-dioxaborolan-2-yl)-1H-pyrido[2,3-b][1,4]oxazin-2(3H)-one CC1(OB(OC1(C)C)C1=CC2=C(OCC(N2)=O)N=C1)C